[Cu].[Yb] ytterbium-copper